(R)-3-Methoxybutyl (7-fluoro-6-(8-methyl-2,3-dihydro-1H-pyrido[2,3-b][1,4]oxazin-7-yl)isoquinolin-3-yl)carbamate FC1=C(C=C2C=C(N=CC2=C1)NC(OCC[C@@H](C)OC)=O)C1=C(C2=C(OCCN2)N=C1)C